CC(=CCC(CCC=O)=O)CCC=C(C)C 6,10-dimethyl-3-oxo-5,9-undecadiene-1-carbaldehyde